C(C1=CC=CC=C1)C1=C(N=NC(=C1C(F)(F)F)C1CCNCC1)N Benzyl-6-(piperidin-4-yl)-5-(trifluoromethyl)pyridazin-3-amine